tert-heptyl thiol C(C)(C)(CCCC)S